ClC1=C(C(=O)NC2=NC=C(C=N2)C2CCCC2)C=C(C=C1)[N+](=O)[O-] 2-Chloro-N-(5-cyclopentylpyrimidin-2-yl)-5-nitrobenzamide